C(C1=CC=CC=C1)=[Ru](Cl)(Cl)(P(C1CCCCC1)(C1CCCCC1)C1CCCCC1)P(C1CCCCC1)(C1CCCCC1)C1CCCCC1 benzylidene-bis(tricyclohexylphosphino)-dichlorio-ruthenium